N1(N=NC=C1)CCOCC1=CC=C(OCC=2N=C(OC2)\C=C\C2=C(C=C(C=C2)C(F)(F)F)F)C=C1 (E)-4-((4-((2-(1H-1,2,3-triazol-1-yl)ethoxy)methyl)phenoxy)methyl)-2-(2-fluoro-4-(trifluoromethyl)styryl)oxazole